FC1=C(C=C(C=C1)F)C1N(CCC1)C1=NC=2N(C=C1)N=CC2C2=CC(=C(C=C2)P(C)(C)=O)F (4-(5-(2-(2,5-difluorophenyl)pyrrolidin-1-yl)pyrazolo[1,5-a]pyrimidin-3-yl)-2-fluorophenyl)dimethylphosphine oxide